(13'S)-3'-methyl-9'-(2-methylphenyl)-13'-(morpholine-4-carbonyl)-16'-thia-2',4',5',8'-tetraazaspiro[cyclopropane-1,7'-tetracyclo[8.6.0.02,6.011,15]hexadecane] CC1N2C3SC4C[C@H](CC4C3C(NC3(C2NN1)CC3)C3=C(C=CC=C3)C)C(=O)N3CCOCC3